[N-](C#N)C#N.C[N+]=1N=CN(C1)N 1-methyl-4-amino-4H-1,2,4-triazolium dicyanamide salt